P(=O)(O)(O)O.C(CCC)N1CC=CC=C1 N-butylpyridine hydrogen phosphate